2,4-dimethyl-6-hexylphenol CC1=C(C(=CC(=C1)C)CCCCCC)O